O=C1NC(CCC1N1C(C2=CC=CC(=C2C1=O)CCN1CCC(CC1)C1=C(C(=O)N)C=CC=C1OC)=O)=O (1-(2-(2-(2,6-dioxopiperidin-3-yl)-1,3-dioxoisoindolin-4-yl)ethyl)piperidin-4-yl)-3-methoxybenzamide